(3aS,7aS)-3a-(3,4-dimethoxyphenyl)-6,6-difluoro-1-methyl-octahydro-1H-indole COC=1C=C(C=CC1OC)[C@@]12CCN([C@H]2CC(CC1)(F)F)C